3-chloro-5-[(2-chloro-5-fluorophenyl)carbonyl]-6-fluoro-1H-indazole-4-carbonitrile ClC1=NNC=2C=C(C(=C(C12)C#N)C(=O)C1=C(C=CC(=C1)F)Cl)F